(S)-3-(4-amino-6-((2,2-difluoroethyl)(methyl)amino)pyrido[3,4-d]pyrimidin-8-yl)-2,4-dimethylphenol NC=1C2=C(N=CN1)C(=NC(=C2)N(C)CC(F)F)C=2C(=C(C=CC2C)O)C